3-fluoro-5-((2-methyl-4-cyano-1,1-dioxido-3-oxo-2,3-dihydrobenzo[d]isothiazol-5-yl)oxy)benzonitrile FC=1C=C(C#N)C=C(C1)OC=1C=CC2=C(C(N(S2(=O)=O)C)=O)C1C#N